FC(C=1C=NC(=NC1)N1CCN(CC1)C(=O)[C@H]1CN(CC1)C(=O)OC(C)(C)C)(F)F tert-butyl (R)-3-(4-(5-(trifluoromethyl)pyrimidin-2-yl)piperazine-1-carbonyl)pyrrolidine-1-carboxylate